FC1=C(C=CC(=C1F)C=1C=NN(C1)C1OCCCC1)N1CC2C(C1)CNC2 5-(2,3-difluoro-4-(1-(tetrahydro-2H-pyran-2-yl)-1H-pyrazol-4-yl)phenyl)hexahydropyrrolo[3,4-c]pyrrole